BrC1=CC=C(C=C1)N1N=NC(=C1)CO (1-(4-bromophenyl)-1H-1,2,3-triazol-4-yl)methanol